CC1(C2CC(C(C1C2)=C)=O)C 6,6-dimethyl-2-methylidenebicyclo[3.1.1]heptan-3-one